CNC(C(=O)O)CC 2-(METHYLAMINO)BUTANOIC ACID